5-fluoro-N-((S)-4-fluoro-4-methyl-1-oxo-1-(((S)-3-oxo-1-((S)-2-oxopyrrolidin-3-yl)-4-(2,3,5,6-tetrafluorophenoxy)butan-2-yl)amino)pentan-2-yl)-1H-indole-2-carboxamide FC=1C=C2C=C(NC2=CC1)C(=O)N[C@H](C(N[C@@H](C[C@H]1C(NCC1)=O)C(COC1=C(C(=CC(=C1F)F)F)F)=O)=O)CC(C)(C)F